6-O-isopropyl-L-ascorbic acid C(C)(C)OC[C@@H]([C@@H]1C(=C(C(=O)O1)O)O)O